4-isopropyl-5-(8-methoxy-[1,2,4]triazolo[1,5-a]pyridin-6-yl)-N-(piperidin-4-yl)-1H-pyrazole-3-carboxamide C(C)(C)C=1C(=NNC1C=1C=C(C=2N(C1)N=CN2)OC)C(=O)NC2CCNCC2